(4-methoxyphenyl)(oxo)arsine COC1=CC=C(C=C1)[As]=O